OC(CNS(=O)(=O)C=1C=CC(=NC1)C1=CC=C(CC2=CC=C(C=C2)N2N=C(N=C2C)C(=O)N)C=C1)(C)C 1-(4-(4-(5-(N-(2-hydroxy-2-methylpropyl)sulfamoyl)pyridin-2-yl)benzyl)phenyl)-5-methyl-1H-1,2,4-triazole-3-carboxamide